Dimethyl 3-[(3-chlorophenyl)methoxy]pentanedioate ClC=1C=C(C=CC1)COC(CC(=O)OC)CC(=O)OC